ClC1=CC2=C(C=N1)C(=NN2C2OCCCC2)N2CC(C(C2)OC)(F)F 6-chloro-3-(3,3-difluoro-4-methoxypyrrolidin-1-yl)-1-(tetrahydro-2H-pyran-2-yl)-1H-pyrazolo[4,3-C]pyridine